4-amino-N-((4R)-7-bromo-3,4-dihydro-1H-2-benzopyran-4-yl)-N-ethyl-1,3-dihydrofuro[3,4-c]quinoline-8-carboxamide NC1=NC=2C=CC(=CC2C2=C1COC2)C(=O)N(CC)[C@H]2COCC1=C2C=CC(=C1)Br